CC=1C=C(C=C(C1)C#N)OB(O)O 3-methyl-5-cyano-phenylboric acid